C(CCC)C(C(=O)OCCCCCCCCC(=O)Cl)CCCCCC 9-chloro-9-oxononyl 2-butyloctanoate